3-(1-(2-methoxyphenyl)vinyl)-1H-pyrazole COC1=C(C=CC=C1)C(=C)C1=NNC=C1